(2S)-1-(3-methoxy-3-methylpiperidine-1-yl)propane COC1(CN(CCC1)CCC)C